Lithium Silicate tert-butyl-2-bromo-5-(1-(tert-butoxycarbonyl)-1,2,3,6-tetrahydropyridin-4-yl)-3-isopropyl-6-methyl-1H-indole-1-carboxylate C(C)(C)(C)OC(=O)N1C(=C(C2=CC(=C(C=C12)C)C=1CCN(CC1)C(=O)OC(C)(C)C)C(C)C)Br.[Si]([O-])([O-])([O-])[O-].[Li+].[Li+].[Li+].[Li+]